2-(4-(1H-indole-2-carbonyl)piperazin-1-yl)-N-(2-hydroxy-2-methylpropyl)-2-oxoacetamide N1C(=CC2=CC=CC=C12)C(=O)N1CCN(CC1)C(C(=O)NCC(C)(C)O)=O